1-[2,4-dihydroxy-6-(3,4,5-trihydroxy-6-hydroxymethyl-tetrahydro-pyran-2-yloxy)-phenyl]-ethanone OC1=C(C(=CC(=C1)O)OC1OC(C(C(C1O)O)O)CO)C(C)=O